O1C(OCC1)C1=C(C=CC=C1OCC1=CC=C(C=C1)OC)CCC=1C=C(N(N1)C)C(=O)O 5-{2-[2-(1,3-dioxolan-2-yl)-3-[(4-methoxyphenyl)methoxy]phenyl]ethyl}-2-methylpyrazole-3-carboxylic acid